(R)-8-bromo-N2-(3-chloro-2-fluorobenzyl)-N4-(1-(thiophen-2-yl)ethyl)quinazoline-2,4-diamine BrC=1C=CC=C2C(=NC(=NC12)NCC1=C(C(=CC=C1)Cl)F)N[C@H](C)C=1SC=CC1